N1C(=NC=C1)C1=CC(=NC=N1)C1=NC(=CC(=C1)[C@@H]1OCCN([C@H]1C)C(C=C)=O)Cl trans-1-(2-(2-(6-(1H-imidazol-2-yl)pyrimidin-4-yl)-6-chloropyridin-4-yl)-3-methylmorpholino)prop-2-en-1-one